[Si](C)(C)(C(C)(C)C)OC=1C=C(C2=CC=CC=C2C1)C1CCC=2C(=NC(=NC2C1)SC)N1[C@H](CN(CC1)C(=O)OC(C)(C)C)CO tert-butyl (3R)-4-[7-[3-[tert-butyl(dimethyl)silyl]oxy-1-naphthyl]-2-methylsulfanyl-5,6,7,8-tetrahydroquinazolin-4-yl]-3-(hydroxymethyl)piperazine-1-carboxylate